FC1=CC=C(C=N1)NC(=O)C1(NCCC1)C N-(6-fluoro-3-pyridyl)-2-methyl-pyrrolidine-2-carboxamide